N,9-diphenyl-N-{4-[4-(10-phenyl-9-anthryl)phenyl]phenyl}-9H-carbazole-3-amine C1(=CC=CC=C1)N(C=1C=CC=2N(C3=CC=CC=C3C2C1)C1=CC=CC=C1)C1=CC=C(C=C1)C1=CC=C(C=C1)C=1C2=CC=CC=C2C(=C2C=CC=CC12)C1=CC=CC=C1